C(C)(C)(C)NS(=O)(=O)C1=CC(=CC=C1)NC1=NC(=NC=C1C)NC1=CC=C(C=C1)N1CCN(CC1)C(CCCNC=1C=C2C(N(C(C2=CC1)=O)C1C(NC(CC1)=O)=O)=O)=O N-(tert-butyl)-3-((2-((4-(4-(4-((2-(2,6-dioxopiperidin-3-yl)-1,3-dioxoisoindolin-5-yl)amino)butanoyl)piperazin-1-yl)phenyl)amino)-5-methylpyrimidin-4-yl)amino)benzenesulfonamide